C(C1=CC=CC=C1)OC=1C=C(C(=O)O[C@H]2[C@H](OC3=CC(=CC(=C3C2)OCC2=CC=CC=C2)OCC2=CC=CC=C2)C2=CC(=C(C(=C2)OCC2=CC=CC=C2)OC(CC)=O)OCC2=CC=CC=C2)C=C(C1OCC1=CC=CC=C1)OCC1=CC=CC=C1 (2R,3R)-5,7-bis(benzyloxy)-2-(3,5-bis(benzyloxy)-4-(propionyloxy)phenyl)chroman-3-yl 3,4,5-tris(benzyloxy)benzoate